ClC=1C(=C(C=CC1F)N(C(=O)[C@H]1N(C(N(C1)C(=O)OC(C)(C)C)=O)C1=CC(=C2C(=N1)SC=N2)SC(F)(F)F)C)F (S)-tert-butyl 4-((3-chloro-2,4-difluorophenyl)(methyl)carbamoyl)-2-oxo-3-(7-((trifluoromethyl)thio)thiazolo[5,4-b]pyridin-5-yl)imidazolidine-1-carboxylate